C(C)OC(=O)C=1N=C2N(C=C(N=C2NCC2(CCN(CC2)C(=O)OC(C)(C)C)F)C2=CC(=NC=C2)N)C1 6-(2-Amino-pyridin-4-yl)-8-[(1-tert-butoxycarbonyl-4-fluoro-piperidin-4-ylmethyl)-amino]-imidazo[1,2-a]pyrazine-2-carboxylic acid ethyl ester